BrC1=NC=C2N1C=CN(C2=O)C(C(=O)NC(C(=O)OC)=C)=C methyl 2-(2-(3-bromo-8-oxoimidazo[1,5-a]pyrazin-7(8H)-yl)acrylamido)acrylate